NC1=C2C(=C3C(=N1)C=C(S3)C)N(C(=N2)CCCC)CCCCNC(=O)C2CCC(CC2)CN2C(C(CC2=O)SCC(=O)O)=O 2-((1-((4-((4-(4-amino-2-butyl-7-methyl-1H-imidazo[4,5-d]thieno[3,2-b]pyridin-1-yl)butyl)carbamoyl)cyclohexyl)methyl)-2,5-dioxopyrrolidin-3-yl)thio)acetic acid